OC(C)(C)C=1C=C2C(=NC1)C1=C(N2C(C2CCOCC2)C2=CC=CC=C2)C=C(S1)C=1C=C(C(N(C1)C)=O)C 5-(6-(2-hydroxypropan-2-yl)-4-(phenyl-(tetrahydro-2H-pyran-4-yl)methyl)-4H-thieno[2',3':4,5]pyrrolo[3,2-b]pyridin-2-yl)-1,3-dimethylpyridin-2(1H)-one